C(=O)(O)C(CC(=O)O)OCCC(NCC(=O)O)CCOC(CC(=O)O)C(=O)O N-bis[2-(1,2-dicarboxyethoxy)ethyl]methylglycine